C(C)(=O)C1=NN(C2=CC=C(C=C12)C(=O)N=[N+]=[N-])CC(=O)N(C1CC1)CC(=O)NCC1=C(C(=CC=C1)Cl)F 3-acetyl-1-(2-((2-((3-chloro-2-fluorobenzyl)amino)-2-oxoethyl)(cyclopropyl)amino)-2-oxoethyl)-1H-indazole-5-carbonyl azide